tertbutyl (2-hydroxy-2-(4-hydroxy-3-nitrophenyl)ethyl)carbamate OC(CNC(OC(C)(C)C)=O)C1=CC(=C(C=C1)O)[N+](=O)[O-]